FC1=CC=C(C=C1)N1CCN(C2=CC=CC=C12)C(CCN1[C@@H](CCC1)C)=O (R)-1-(4-(4-fluorophenyl)-3,4-dihydroquinoxalin-1(2H)-yl)-3-(2-methylpyrrolidin-1-yl)propan-1-one